ethyl 6-bromo-7-fluoro-4-hydroxy-2-oxo-1H-quinoline-3-carboxylate BrC=1C=C2C(=C(C(NC2=CC1F)=O)C(=O)OCC)O